N1C=CC2=CC(=CC=C12)C1=CNC2=NC=C(C=C21)C2=CC=C(C=C2)N2CCC(CC2)(O)C 1-(4-(3-(1H-indol-5-yl)-1H-pyrrolo[2,3-b]pyridin-5-yl)phenyl)-4-methylpiperidin-4-ol